C(C)ON=C1C2=C(N=C(N1)[C@H]1O[C@@H]([C@H]([C@H]1O)O)[C@](C)(O)C1=CC=3CCC3C=C1)NC=C2 ((2R,3R,4S,5S)-5-((R)-1-(bicyclo[4.2.0]oct-1(6),2,4-trien-3-yl)-1-hydroxyethyl)-3,4-dihydroxytetrahydrofuran-2-yl)-3,7-dihydro-4H-pyrrolo[2,3-d]pyrimidin-4-one O-ethyloxime